2-(4-Methoxybenzoyl)-1,5-dihydro-4H-benzo[b]azepine-4-One COC1=CC=C(C(=O)C2=CC(CC3=C(N2)C=CC=C3)=O)C=C1